4-[2-chloro-4-[[3-[1-(2-methoxyethyl)-3-(trifluoromethyl)pyrazol-4-yl]imidazo[1,2-a]pyrazin-8-yl]amino]benzoyl]-N-[(3R)-pyrrolidin-3-yl]piperazine-1-carboxamide formate C(=O)O.ClC1=C(C(=O)N2CCN(CC2)C(=O)N[C@H]2CNCC2)C=CC(=C1)NC=1C=2N(C=CN1)C(=CN2)C=2C(=NN(C2)CCOC)C(F)(F)F